thiocyano-5-pyrazolamine S(C#N)C1=NNC(=C1)N